[Na+].C(\C=C/C(=O)[O-])(=O)[O-].[Zn+2] zinc maleate sodium